FC1=CC=C(CSC2=NC=3C(N(C=CC3)C(C(=O)NC3=C(C=CC(=C3)NC3CNCC3)C)CCC)=N2)C=C1 2-(2-((4-fluorobenzyl)thio)-4H-imidazo[4,5-b]pyridin-4-yl)-N-(2-methyl-5-(pyrrolidin-3-ylamino)phenyl)pentanamide